COC1=NC=CC=C1C1=NC2=C(N1C=1C=C3CCC(NC3=CC1)=O)C=CC(=C2)C(=O)NC 2-(2-methoxypyridin-3-yl)-N-methyl-1-(2-oxo-1,2,3,4-tetrahydroquinolin-6-yl)-1H-benzo[d]imidazole-5-carboxamide